3-methyl-5-(N-(4-(4-(methanesulfonyl)piperazin-1-yl)phenyl)-N-phenethylsulfamoyl)benzofuran-2-Carboxylic acid CC1=C(OC2=C1C=C(C=C2)S(N(CCC2=CC=CC=C2)C2=CC=C(C=C2)N2CCN(CC2)S(=O)(=O)C)(=O)=O)C(=O)O